C1(CC1)NS(=O)(=O)C1=CC(=C(C=C1)C1=CSC=C1)N N-cyclopropyl-3-amino-4-(thiophen-3-yl)benzenesulfonamide